NC1=C(C(=NN1C1COCC1)C1=CC(=C(C=C1)CNC(C1=C(C=CC=C1)OC)=O)F)C#N N-[[4-(5-amino-4-cyano-1-tetrahydrofuran-3-yl-pyrazol-3-yl)-2-fluoro-phenyl]methyl]-2-methoxy-benzamide